(S)-2-[6-chloro-2-(1-Ethyl-1H-pyrazole-4-carbonyl)-1,2,3,4-tetrahydro-isoquinolin-8-yl]pyrrolidine-1-carboxylic acid tert-butyl ester C(C)(C)(C)OC(=O)N1[C@@H](CCC1)C=1C=C(C=C2CCN(CC12)C(=O)C=1C=NN(C1)CC)Cl